14-bromo-4,6,8,10,12-pentamethylpentadecyl butoxymethyl ether C(CCC)OCOCCCC(CC(CC(CC(CC(CC(C)Br)C)C)C)C)C